4-(2-(2-bromo-N-(2-cyanobenzyl)-3,4,5,6-tetrafluorophenylsulfonamido)-N-(3-(tert-butyl)-5-cyclopropylbenzyl)acetamido)-3-ethoxybenzoic acid BrC1=C(C(=C(C(=C1F)F)F)F)S(=O)(=O)N(CC1=C(C=CC=C1)C#N)CC(=O)N(CC1=CC(=CC(=C1)C1CC1)C(C)(C)C)C1=C(C=C(C(=O)O)C=C1)OCC